N-((S)-1-(4-(ethylsulfonyl)phenyl)-3-(hydroxyamino)-3-oxopropyl)benzamide C(C)S(=O)(=O)C1=CC=C(C=C1)[C@H](CC(=O)NO)NC(C1=CC=CC=C1)=O